ClC1=C(C(=CC=C1)F)C(C)NC(C)=O N-(1-(2-chloro-6-fluorophenyl)ethyl)acetamide